2-tetrahydrothiophenethiol S1C(CCC1)S